11-(4-(1,1':3',1''-terbenzen-3-yl)-6-phenyl-1,3,5-triazin-2-yl)-12-phenyl-11H,12H-indolo[2,3-a]carbazole C1(=CC(=CC=C1)C1=NC(=NC(=N1)C1=CC=CC=C1)N1C2=CC=CC=C2C2=CC=C3C(=C12)N(C=1C=CC=CC13)C1=CC=CC=C1)C1=CC(=CC=C1)C1=CC=CC=C1